FC=1C=C2C(CC3(CCN(CC3)C(=O)NCC3=CC(=C(C=C3)F)C#N)OC2=CC1)=O 6-fluoro-N-(3-cyano-4-fluorobenzyl)-4-oxospiro[chromane-2,4'-piperidine]-1'-carboxamide